N-(4-fluoro-3-(5-phenyl-2H-pyrazolo[3,4-b]pyridin-2-yl)phenyl)-2,4-dimethyloxazole FC1=C(C=C(C=C1)N1C(OC=C1C)C)N1N=C2N=CC(=CC2=C1)C1=CC=CC=C1